Rel-N-((1S,2R)-2-aminocyclohexyl)-4-(9H-purin-6-yl)-3,4-dihydro-2H-1,4-thiazine-6-carboxamide hydrochloride Cl.N[C@H]1[C@H](CCCC1)NC(=O)C1=CN(CCS1)C1=C2N=CNC2=NC=N1 |o1:2,3|